2-(5-{[(2R,4s,6S)-2,6-dimethylpiperidin-4-yl](methyl)amino}[1,3]thiazolo[5,4-d][1,3]thiazol-2-yl)-5-(1H-pyrazol-4-yl)phenol C[C@H]1N[C@H](CC(C1)N(C=1SC2=C(N1)SC(=N2)C2=C(C=C(C=C2)C=2C=NNC2)O)C)C